C1(=CC=C(C=C1)N(C=1C=C(C=C(C1)N(C1=CC=CC=C1)C1=CC=CC2=C1SC1=C2C=CC=C1)C1=CC=CC=C1)C1=CC=C(C=C1)C1=CC=CC=C1)C1=CC=CC=C1 N3,N3-bis([1,1'-biphenyl]-4-yl)-N5-(dibenzo[b,d]thiophen-4-yl)-N5-phenyl-[1,1'-biphenyl]-3,5-diamine